C(C)(C)(C)C1=NC=CC(=C1)C=C 2-(tert-butyl)-4-vinylpyridine